[3-(methacryloyloxy)propyl]silane C(C(=C)C)(=O)OCCC[SiH3]